SCOC1=C(C(=CC(=C1)OCS)OCS)OCS 1,2,3,5-tetrakis(mercaptomethoxy)benzene